N1=CC=CC(=C1)C(=O)[O-] 5-picolinate